2-(3-chlorophenyl)-2,2-difluoro-1-phenylethyl ((2S)-1-(((2S)-4-(ethylamino)-3-hydroxy-4-oxo-1-((S)-2-oxopyrrolidin-3-yl)butan-2-yl)amino)-1-oxo-3-phenylpropan-2-yl)carbamate C(C)NC(C([C@H](C[C@H]1C(NCC1)=O)NC([C@H](CC1=CC=CC=C1)NC(OC(C(F)(F)C1=CC(=CC=C1)Cl)C1=CC=CC=C1)=O)=O)O)=O